4-chloro-1-(3-isopropoxyphenethyl)-1H-pyrrolo[3,2-c]quinoline ClC1=NC=2C=CC=CC2C2=C1C=CN2CCC2=CC(=CC=C2)OC(C)C